C(C)OC([C@H](CC(C(C1=CC=C(C=C1)C(F)(F)F)=O)C1=CC=C(C=C1)Cl)F)=O (S)-4-(4-chlorophenyl)-2-fluoro-5-oxo-5-(4-trifluoromethylphenyl)pentanoic acid ethyl ester